methyl 5-[3-(1-acetylpiperidin-4-yl)-5'-fluoro-1'-methyl-[4,6'-biindazol]-1-yl]pentanoate C(C)(=O)N1CCC(CC1)C1=NN(C=2C=CC=C(C12)C1=C(C=C2C=NN(C2=C1)C)F)CCCCC(=O)OC